FC(=CF)I 1,2-difluoro-1-iodo-ethene